ClC1=CN=C2N1N=C(C=C2)C2=CNC=1N=C(N=CC12)N[C@H](COC)C (S)-5-(3-chloroimidazo[1,2-b]pyridazin-6-yl)-N-(1-methoxypropan-2-yl)-7H-pyrrolo[2,3-d]pyrimidin-2-amine